O=C1NC(CCC1N1C(C2=CC=CC=C2C1=O)=O)=O 2-(2,6-dioxopiperidine-3-yl)-2,3-dihydro-1H-isoindole-1,3-dione